picenol C1=CC=C2C(=C1)C=CC3=C2C=CC4=C3C=CC5=C4C(=CC=C5)O